trans-3-hydroxyazobenzene OC=1C=C(C=CC1)N=NC1=CC=CC=C1